FC=1C=C(C=CC1N1CCNCC1)N1C(=NC=2C1=NC(=CC2)C2=CC(=NC=C2)NC(OC(C)(C)C)=O)C tert-butyl (4-(3-(3-fluoro-4-(piperazin-1-yl)phenyl)-2-methyl-3H-imidazo[4,5-b]pyridin-5-yl)pyridin-2-yl)carbamate